4'-((1H-benzo[d]imidazol-1-yl)methyl)-N-((1R,2S,4R)-1,7,7-trimethylbicyclo[2.2.1]heptan-2-yl)-[1,1'-biphenyl]-2-carboxamide N1(C=NC2=C1C=CC=C2)CC2=CC=C(C=C2)C=2C(=CC=CC2)C(=O)N[C@@H]2[C@@]1(CC[C@H](C2)C1(C)C)C